(9aR,10S)-10-(bis(3,4-difluorophenyl)methyl)-4-hydroxy-8,9,9a,10-tetrahydro-7H-pyrrolo[1',2':4,5]pyrazino[1,2-b]pyridazine-3,5-dione FC=1C=C(C=CC1F)C([C@H]1[C@@H]2N(C(C=3N1N=CC(C3O)=O)=O)CCC2)C2=CC(=C(C=C2)F)F